ClC(C1=NC(=NO1)C1=CC=C(CP(NC2=CC(=C(C=C2)F)F)(=O)C)C=C1)(F)F P-(4-(5-(chlorodifluoromethyl)-1,2,4-oxadiazol-3-yl)benzyl)-N-(3,4-difluorophenyl)-P-methylphosphinic amide